ClC1=CC=C2C(=N1)N(N=C2)CC#N 2-(6-chloro-1H-pyrazolo[3,4-b]pyridin-1-yl)acetonitrile